N1C=NC=C1C=1C(=NC2=CC(=CC=C2C1)C1=CC=NN1)N 3-(1H-imidazol-5-yl)-7-(1H-pyrazol-5-yl)quinolin-2-amine